Cl.C(#N)C1=CC(=NN1C)C1NCC1 2-(5-cyano-1-methyl-1H-pyrazol-3-yl)azetidine hydrochloride